N=1C=NN2C1C=CC(=C2)C2=CC(=NN2C2=NC(=CC=C2)C)CC(=O)NC2=C(C=CC=C2)OC 5-([1,2,4]triazolo[1,5-a]pyridin-6-yl)-N-(2-methoxyphenyl)-1-(6-methylpyridin-2-yl)-1H-pyrazole-3-carboxyamide